methyl 4-[(6-benzyloxy-3-pyridyl)sulfanyl]benzoate C(C1=CC=CC=C1)OC1=CC=C(C=N1)SC1=CC=C(C(=O)OC)C=C1